4-(5-{3,5-difluoro-4-[(4-methylpyrimidin-2-YL)oxy]phenyl}-4-{[(4-methoxyphenyl)methyl]amino}-7-methylpyrrolo[3,2-d]pyrimidin-6-YL)aniline FC=1C=C(C=C(C1OC1=NC=CC(=N1)C)F)N1C(=C(C=2N=CN=C(C21)NCC2=CC=C(C=C2)OC)C)C2=CC=C(N)C=C2